N1(CCC1)C1=CC(=C(C=C1)NC=1C=CC2=C(OCC(N2)=O)C1)C 7-((4-(azetidin-1-yl)-2-methylphenyl)amino)-2H-benzo[b][1,4]oxazin-3(4H)-one